(±)-5-(((5-chloro-1-isopropyl-3-methyl-1H-pyrazolo[4,3-b]pyridin-7-yl)amino)methyl)-1-methylpyrrolidin-2-one ClC1=CC(=C2C(=N1)C(=NN2C(C)C)C)NC[C@H]2CCC(N2C)=O |r|